COC1=CC2=C(NC(=N2)S(=O)(=O)CC2=NC=C(C(=C2C)OC)C)C=C1 5-methoxy-2-[[(4-methoxy-3,5-dimethylpyridine-2-yl)methyl]sulfonyl]-1H-benzimidazole